C1(CCC1)C=1C(=NN(C1C1=CC=C(C=C1)F)C)NC(=O)C1(CC1)CC(C)C N-(4-cyclobutyl-5-(4-fluorophenyl)-1-methyl-1H-pyrazol-3-yl)-1-isobutylcyclopropane-1-carboxamide